1-(tert-butyl)-3-(2-oxo-1-(pyridin-2-ylmethyl)-1,2,3,4-tetrahydroquinolin-6-yl)urea C(C)(C)(C)NC(=O)NC=1C=C2CCC(N(C2=CC1)CC1=NC=CC=C1)=O